bis(2,4,6-trimethylphenyl)phenyl-phosphine oxide CC1=C(C(=CC(=C1)C)C)P(C1=CC=CC=C1)(C1=C(C=C(C=C1C)C)C)=O